ClC1=CC=C(CN2C3(CCN(C3)C3=NC=CC=C3)C(N(CC2=O)CC(C)C)=O)C=C1 6-(4-chlorobenzyl)-9-isobutyl-2-(pyridin-2-yl)-2,6,9-triazaspiro[4.5]-decane-7,10-dione